1-(4-methoxyphenyl)-3-(4-isopropylphenyl)-5-(4-isopropylphenyl)-pyrazoline COC1=CC=C(C=C1)N1NC(=CC1C1=CC=C(C=C1)C(C)C)C1=CC=C(C=C1)C(C)C